6-Chloro-3-[(1R)-1-[3,6-dimethyl-2-(2-methylindazol-5-yl)-4-oxo-chromen-8-yl]ethoxy]pyridine-2-carboxamide ClC1=CC=C(C(=N1)C(=O)N)O[C@H](C)C=1C=C(C=C2C(C(=C(OC12)C1=CC2=CN(N=C2C=C1)C)C)=O)C